1-(5-tert-butyl-2H-pyrazol-3-yl)-3-{4-[5-(2-{2-[2-(2,6-dioxopiperidin-3-yl)-1,3-dioxo-2,3-dihydro-1H-isoindol-5-ylamino]-ethoxy}-ethoxy)-benzoimidazol-1-yl]-phenyl}-urea C(C)(C)(C)C=1C=C(NN1)NC(=O)NC1=CC=C(C=C1)N1C=NC2=C1C=CC(=C2)OCCOCCNC=2C=C1C(N(C(C1=CC2)=O)C2C(NC(CC2)=O)=O)=O